N-(1-(5-chlorobenzo[d]thiazol-2-yl)ethylidene)-2-methyl-propane-2-sulfinamide ClC=1C=CC2=C(N=C(S2)C(C)=NS(=O)C(C)(C)C)C1